ethyl 3-(2,4-difluoro-5-nitrophenyl)-3-oxopropionate FC1=C(C=C(C(=C1)F)[N+](=O)[O-])C(CC(=O)OCC)=O